5-(2-bromo-6-fluoro-4-nitrophenoxy)-1-methyl-1H-benzo[d][1,2,3]triazole BrC1=C(OC2=CC3=C(N(N=N3)C)C=C2)C(=CC(=C1)[N+](=O)[O-])F